CC=1C=C2C=C(NC2=CC1)CO 5-methyl-2-indolemethanol